tert-butyl N-(22-azido-3,6,9,12,15-pentaoxa-18-azadocosan-1-yl)carbamate N(=[N+]=[N-])CCCCNCCOCCOCCOCCOCCOCCNC(OC(C)(C)C)=O